6-fluoro-4-methoxy-2-(2-quinolinyl)-5-trifluoromethylpyrimidine FC1=C(C(=NC(=N1)C1=NC2=CC=CC=C2C=C1)OC)C(F)(F)F